2-chloro-7,7-dimethyl-6,7-dihydro-5H-cyclopenta[b]pyridine ClC1=CC=C2C(=N1)C(CC2)(C)C